(2'S,4R,4'R)-4,4'-(hexane-1,6-diylbis(oxy))bis(1-(t-butoxycarbonyl)-L-proline) C(CCCCCO[C@@H]1C[C@H](N(C1)C(=O)OC(C)(C)C)C(=O)O)O[C@@H]1C[C@H](N(C1)C(=O)OC(C)(C)C)C(=O)O